(±)-Ethyl 2-allyl-4-oxooxetane-2-carboxylate C(C=C)[C@]1(OC(C1)=O)C(=O)OCC |r|